OCC=1C=C(C=CC1)C1=CN=C2N1N=C(C=C2)C=2C=C(C=CC2)CO [3-[3-[3-(hydroxymeth-yl)phenyl]imidazo[1,2-b]pyridazin-6-yl]phenyl]meth-anol